C1(=CC=CC=C1)C=1C(NC2=CC(=C(C=C2C1)OC)OC)=O 3-phenyl-6,7-dimethoxyquinolin-2(1H)-one